5-(4-((2-butyramidopyridin-4-yl)methyl)piperazin-1-yl)-6-fluoro-N-methylpicolinamide C(CCC)(=O)NC1=NC=CC(=C1)CN1CCN(CC1)C=1C=CC(=NC1F)C(=O)NC